CNC=1C=2N(N=CC1)C(=CN2)C(=O)NC2COCC2 8-(methylamino)-N-(oxolan-3-yl)imidazo[1,2-b]pyridazine-3-carboxamide